CC(C)(C)S(=O)NC1(CN(C1)C(=O)OCC1=CC=CC=C1)CC#C[Si](C)(C)C benzyl 3-[(2-methylpropane-2-sulfinyl)amino]-3-[3-(trimethylsilyl)prop-2-yn-1-yl]azetidine-1-carboxylate